(7R)-2-[4-(2,4-difluorophenoxy)phenyl]-7-[1-(prop-2-enoyl)piperidin-4-yl]-4,5,6,7-tetrahydro-2H-pyrazolo[4,3-b]pyridine-3-carboxamide FC1=C(OC2=CC=C(C=C2)N2N=C3C(NCC[C@@H]3C3CCN(CC3)C(C=C)=O)=C2C(=O)N)C=CC(=C1)F